1-(3-difluoromethyl-1H-pyrazol-4-yl)ethanone FC(C1=NNC=C1C(C)=O)F